N1(CCC1)C[C@H](C)NC(=O)C1=CC(=NN1C)C1=NC(=NC=C1)NC1=CC(=CC=C1)C#N N-[(2S)-1-(azetidin-1-yl)propan-2-yl]-3-{2-[(3-cyanophenyl)amino]pyrimidin-4-yl}-1-methyl-1H-pyrazole-5-carboxamide